Benzyl (6-(((S)-1,4-bis(((2S,3S,4S,5S,6R)-3,4,5-trihydroxy-6-(hydroxymethyl)tetrahydro-2H-pyran-2-yl)oxy)butan-2-yl)amino)-6-oxohexyl)carbamate O[C@@H]1[C@H](O[C@@H]([C@H]([C@@H]1O)O)CO)OC[C@H](CCO[C@H]1O[C@@H]([C@H]([C@@H]([C@@H]1O)O)O)CO)NC(CCCCCNC(OCC1=CC=CC=C1)=O)=O